3-(1-((benzyloxy)carbonyl)piperidin-4-yl)-3,6-diazabicyclo[3.1.1]heptane-6-carboxylic acid tert-butyl ester C(C)(C)(C)OC(=O)N1C2CN(CC1C2)C2CCN(CC2)C(=O)OCC2=CC=CC=C2